BrC1=C(N=C(N1)C(=O)OCC)C(F)(F)F ethyl 5-bromo-4-(trifluoromethyl)-1H-imidazole-2-carboxylate